N-acetyl-L-cysteine n-propyl ester C(CC)OC([C@@H](NC(C)=O)CS)=O